isovaleryl-phosphonic acid C(CC(C)C)(=O)P(O)(O)=O